ClC1=C(C(=CC(=C1)F)F)NC=1N(C2=NC(=NC=C2N1)N[C@H]1COC[C@@H]1O)C1CCC(CC1)C(=O)N (1R,4s)-4-(8-(2-chloro-4,6-difluorophenylamino)-2-((3S,4R)-4-hydroxytetrahydrofuran-3-ylamino)-9H-purin-9-yl)cyclohexanecarboxamide